N=1C=CN2C3=C(CC(=CC13)C(=O)[O-])C=C2 pyrrolo[1,2,3-de]quinoxaline-8(7H)carboxylate